Crotylacrylat C(C=CC)OC(C=C)=O